[N+](=O)([O-])C=1C=C(C=CC1B(O)O)C1=CC=CC=C1 3-nitro[1,1'-biphenyl]-4-boronic acid